[5-(1-ethoxyethenyl)pyrazolo[1,5-a]pyrimidin-3-yl]-4-[5-(5-fluoro-2-methoxypyridin-4-yl)-1H-pyrazole-3-carbonyl]-4-azaspiro[2.5]octane-7-carboxamide C(C)OC(=C)C1=NC=2N(C=C1)N=CC2C2CC21N(CCC(C1)C(=O)N)C(=O)C1=NNC(=C1)C1=CC(=NC=C1F)OC